2-(1-cyclopropyltriazol-4-yl)morpholine C1(CC1)N1N=NC(=C1)C1CNCCO1